(E)-2-(1-((4-Ethoxy-3-(6-((hydroxyimino)methyl)-5-methyl-4-oxo-7-propyl-4,5-dihydro-3H-pyrrolo[3,2-d]pyrimidin-2-yl)phenyl)sulfonyl)piperidin-4-yl)ethylnitrat C(C)OC1=C(C=C(C=C1)S(=O)(=O)N1CCC(CC1)CCO[N+](=O)[O-])C=1NC(C2=C(N1)C(=C(N2C)/C=N/O)CCC)=O